6-amino-pyrazin NC1=CN=CC=N1